C(C)C=1N=C(C2=C(N1)SC(=C2)C)NCCCC2=CC=C(C=C2)C2=NC=CC=C2 2-ethyl-6-methyl-N-(3-(4-(pyridin-2-yl)phenyl)propyl)thieno[2,3-d]pyrimidin-4-amine